C(C)(C)(C)OC(C1=CC(=NC(=C1)C(NC)=O)Cl)=O 2-chloro-6-(methylcarbamoyl)isonicotinic acid tert-butyl ester